8-bromo-9-[(6-chloro-3-pyridyl)methyl]-2-[(R)-methyl(propyl)phosphoryl]purin-6-amine BrC=1N(C2=NC(=NC(=C2N1)N)[P@](=O)(CCC)C)CC=1C=NC(=CC1)Cl